ClC=1C=CC(=C(C1)O)C1=C(N=C(N=N1)N[C@H]1CN(CCC1)C)C (R)-5-chloro-2-(5-methyl-3-((1-methylpiperidin-3-yl)amino)-1,2,4-triazin-6-yl)phenol